7-(2-(5-Cyclopropyl-3-(2,6-dichlorophenyl)isoxazol-4-yl)-7-azaspiro[3.5]non-1-en-7-yl)cinnolin C1(CC1)C1=C(C(=NO1)C1=C(C=CC=C1Cl)Cl)C1=CC2(C1)CCN(CC2)C2=CC=C1C=CN=NC1=C2